N-(4-((10H-benzo[b]pyrido[2,3-e][1,4]oxazin-4-yl)oxy)phenyl)-N'-benzylcyclopropane-1,1-dicarboxamide N1=CC=C(C2=C1NC1=C(O2)C=CC=C1)OC1=CC=C(C=C1)NC(=O)C1(CC1)C(=O)NCC1=CC=CC=C1